COC(=O)C1=CC(=NN1)Cl 3-chloro-1H-pyrazole-5-carboxylic acid methyl ester